tert-butyl 4-(6-bromo-2-(4-cyano-2-fluorophenyl)chroman-8-yl)piperidine-1-carboxylate BrC=1C=C2CCC(OC2=C(C1)C1CCN(CC1)C(=O)OC(C)(C)C)C1=C(C=C(C=C1)C#N)F